1,5,9-trimethyl-1,5,9-triazacyclononane CN1CCCN(CCCN1C)C